2-propylmercapto-5-(4-hydroxy-3-nitrophenyl)-5,6-dihydropyrido[2,3-d]pyrimidine-4,7(3H,8H)-dione C(CC)SC=1NC(C2=C(N1)NC(CC2C2=CC(=C(C=C2)O)[N+](=O)[O-])=O)=O